ClC=1C=NN(C1C(=O)NC1=NC=C(C=C1C)C#CC1=CC=CC=C1)C1CCN(CC1)C(=O)C1CC1 4-chloro-1-(1-(cyclopropanecarbonyl)piperidin-4-yl)-N-(3-methyl-5-(phenylethynyl)pyridin-2-yl)-1H-pyrazole-5-carboxamide